1-(2,6-difluorophenyl)ethan-1-one FC1=C(C(=CC=C1)F)C(C)=O